BrC=1C=C(C=CC1)C(CCCCC(C(=O)OC)(C)C)C(=O)NNC Methyl 7-(3-bromophenyl)-2,2-dimethyl-8-(2-methylhydrazineyl)-8-oxooctanoate